C(C)(C)(C)C=1N=C(OC1)C1CC2(C1)CCN(CC2)C(=O)C2CC1(C2)NC(OC1)=O 2-(2-(4-(tert-Butyl)oxazol-2-yl)-7-azaspiro[3.5]nonane-7-carbonyl)-7-oxa-5-azaspiro[3.4]octan-6-one